C(CCCCCCCCCC(C)C)OC(CCC1=CC(=C(C(=C1)C(C)(C)C)O)C(C)(C)C)=O 3,5-bis(1,1-dimethylethyl)-4-hydroxy-benzenepropanoic acid isotridecyl ester